N6-glycinylcarbamoyl-adenosine NCC(=O)NC(=O)NC=1C=2N=CN([C@H]3[C@H](O)[C@H](O)[C@@H](CO)O3)C2N=CN1